O1CCC(=CC1)C1=C(C=C(C=C1)C1=NNC(OC1)=O)C 5-[4-(3,6-dihydro-2H-pyran-4-yl)-3-methylphenyl]-3,6-dihydro-2H-1,3,4-oxadiazin-2-one